ClC=1C=NN2C1C=CC(=C2)C2(CCC2)C(=O)O 1-(3-chloropyrazolo[1,5-a]pyridin-6-yl)cyclobutanecarboxylic acid